R-(R,R)-2,3-dihydroxysuccinate O[C@@H](C(=O)[O-])[C@H](C(=O)[O-])O